ClCC=1C=C(C=CC1)NC(C1=CC=C(C=C1)Br)=O N-(3-(chloromethyl)phenyl)-4-bromobenzamide